ClC1=CC(=CC=2C(=C(OC21)C(C(F)(F)F)NC(OC2=CC=CC=C2)=O)C)F phenyl N-[1-(7-chloro-5-fluoro-3-methyl-1-benzofuran-2-yl)-2,2,2-trifluoroethyl]carbamate